FC=1C=C(CNC2=NC(=NC=C2C(=O)N)NC=2C=NN(C2)C)C=C(C1)C(F)(F)F 4-[(3-fluoro-5-(trifluoromethyl)benzyl)amino]-2-[(1-methyl-1H-pyrazol-4-yl)amino]pyrimidin-5-carboxamide